BrC1=CC(=C(C=N1)CNC=1C=2C=CN=C(C2C=CC1)NCC1=C(C=C(C=C1)OC)OC)Cl N5-((6-bromo-4-chloropyridin-3-yl)methyl)-N1-(2,4-dimethoxybenzyl)isoquinoline-1,5-diamine